C(=CCC)C1=CC=CC(=N1)C=1C=C2CN(C(C2=CC1)=O)C1C(NC(CC1)=O)=O 3-(5-(6-(But-1-en-1-yl)pyridin-2-yl)-1-oxoisoindolin-2-yl)piperidine-2,6-dione